BrC=1C=C(C=CC1)[C@@H](C)NC1=NC(=NC2=CC(=C(C=C12)OC)OCCCCCCCC(=O)NCC=1C=C2CN(C(C2=CC1)=O)C1C(NC(CC1)=O)=O)C 8-((4-(((R)-1-(3-Bromophenyl)ethyl)amino)-6-methoxy-2-methylquinazolin-7-yl)oxy)-N-((2-(2,6-dioxopiperidin-3-yl)-1-oxoisoindolin-5-yl)methyl)octanamide